C(C(=C)C)(=O)OCCCCCCCCCCCCCCCCCCCCCCCOC(C(=C)C)=O 1,23-tricosanediol dimethacrylate